O1C2=CC=C1C(=O)OC(COC2=O)C propylene 2,5-furandicarboxylate